FC=1C=C2C(=NC1)N(C=C2C2CCN(CC2)C2=CC=C1C(=N2)SC(=N1)N1CCOCC1)C 4-(5-(4-(5-fluoro-1-methyl-1H-pyrrolo[2,3-b]pyridin-3-yl)piperidin-1-yl)thiazolo[5,4-b]pyridin-2-yl)morpholine